FC(OC1C(CNC1)NC(OC(C)(C)C)=O)(F)F tert-butyl (4-(trifluoromethoxy)pyrrolidin-3-yl)carbamate